benzo[d]isoxazol-3-carboxylic acid O1N=C(C2=C1C=CC=C2)C(=O)O